tert-butyl 3-(hydroxymethyl)-6-oxo-5,6,7,9-tetrahydro-8H-pyrrolo[3,4-c][1,5]naphthyridine-8-carboxylate OCC1=CN=C2C3=C(C(NC2=C1)=O)CN(C3)C(=O)OC(C)(C)C